C(#N)N1[C@H](COC(C1)(C)C)C(=O)N(C1=CC=C(C=C1)S(F)(F)(F)(F)F)C(C(=O)NC1CCC(CC1)(F)F)C=1C=NC=C(C1)F (3R)-4-cyano-N-[2-[(4,4-difluorocyclohexyl)amino]-1-(5-fluoro-3-pyridyl)-2-oxo-ethyl]-6,6-dimethyl-N-[4-(pentafluoro-λ6-sulfanyl)phenyl]morpholine-3-carboxamide